C(#N)C1=CC2=C(N(C3=C(C=C2)C=CC=C3)CC3=NC=C(C=N3)C(=O)NO)C=C1 2-((2-cyano-5H-dibenzo[b,f]azepin-5-yl)methyl)-N-hydroxypyrimidine-5-carboxamide